Methyl 2-[(5-bromo-2-pyridyl)methyl]-3-(2-methoxyethyl)benzimidazole-5-carboxylate BrC=1C=CC(=NC1)CC=1N(C2=C(N1)C=CC(=C2)C(=O)OC)CCOC